ClC1=C(C=CC=C1F)C(C1COC1)NC=1C=2N(C(=NC1)C(=O)N[C@H](C)\C=C\S(=O)(=O)C)C=CN2 8-(((2-chloro-3-fluorophenyl)(oxetan-3-yl)methyl)amino)-N-((R,E)-4-(methylsulfonyl)but-3-en-2-yl)imidazo[1,2-c]pyrimidine-5-carboxamide